C(CC)C(COCCCN)CCCCC 3-(2-propyl-heptyloxy)-propylamine